Methyl-(S,E)-(1-((1-((7-(cyclobutylmethyl)-6-fluoro-1H-pyrrolo[3,2-b]pyridin-2-yl)methyl)-2-oxo-1,2-dihydropyridin-3-yl)amino)-7-(dimethylamino)-1,7-dioxohept-5-en-2-yl)carbamat COC(N[C@H](C(=O)NC=1C(N(C=CC1)CC1=CC2=NC=C(C(=C2N1)CC1CCC1)F)=O)CC\C=C\C(=O)N(C)C)=O